Cl.ClC1=CC=C(C[C@H]2CO[C@H](CN2C2CCC(CC2)C=2SC(=C(N2)C)C)COCC(=O)O)C=C1 2-(((2R,5S)-5-(4-chlorobenzyl)-4-(4-(4,5-dimethylthiazol-2-yl)cyclohexyl)morpholin-2-yl)methoxy)acetic acid hydrochloride